ClC1=C(C=CC(=C1)C(NC)=O)C=1N=C2N(C=CC(=C2)C(F)F)C1C[C@H]1CN(CCO1)C(=O)OC methyl (S)-2-((2-(2-chloro-4-(methylcarbamoyl)phenyl)-7-(di-fluoromethyl)imidazo[1,2-a]pyridin-3-yl)methyl)morpholine-4-carboxylate